FC(C=1C=2N(C=CC1)N=C(C2)[C@@H]2N(CCC1=C2N=CN1)C=1OC(=NN1)C(F)(F)F)F (R)-2-(4-(4-(difluoromethyl)pyrazolo[1,5-a]pyridin-2-yl)-6,7-dihydro-1H-imidazo[4,5-c]pyridin-5(4H)-yl)-5-(trifluoromethyl)-1,3,4-oxadiazole